ethyl 2-chlorobenzo[d]oxazole-5-carboxylate ClC=1OC2=C(N1)C=C(C=C2)C(=O)OCC